N1(CC1)C[C@H]1C[C@H](NC1)CONC(=O)[C@H]1N2C(N([C@H](CC1)C2)OS(=O)(=O)O)=O (2S,5R)-N-{[(2S,4S)-4-(Aziridin-1-ylmethyl)-pyrrolidin-2-yl]methyloxy}-7-oxo-6-(sulfooxy)-1,6-diazabicyclo[3.2.1]octane-2-carboxamide